COC1=C(CN2C[C@@H]3C[C@@H]([C@H](C2)N3C(=O)OC(C)(C)C)C(=O)OC)C=CC(=C1)OC 8-(tert-butyl) 6-methyl (1S,5R,6S)-3-(2,4-dimethoxybenzyl)-3,8-diazabicyclo[3.2.1]octane-6,8-dicarboxylate